FC=1C(=C(C=CC1F)C1C(SC(C1)(C(F)(F)F)C)C(=O)NC1=CC(N(C=C1)C)=O)OC 3-(3,4-difluoro-2-methoxyphenyl)-5-methyl-N-(1-methyl-2-oxo-1,2-dihydropyridin-4-yl)-5-(trifluoromethyl)tetrahydrothiophene-2-carboxamide